1-(5-(2-fluoro-phenyl)-2-methyl-thiazol-4-yl)-1-((S)-2-(5-phenyl-(1,3,4)Oxadiazol-2-ylmethyl)-pyrrolidin-1-yl)-methanone FC1=C(C=CC=C1)C1=C(N=C(S1)C)C(=O)N1[C@@H](CCC1)CC=1OC(=NN1)C1=CC=CC=C1